L-arginate N[C@@H](CCCNC(N)=N)C(=O)[O-]